C(C)(C)(C)OC(=O)N1CC(C1)CCNCCC 3-(2-(propylamino)ethyl)azetidine-1-carboxylic acid tert-butyl ester